(4R,5S,6S)-6-((R)-1-(2H-tetrazol-2-yl)ethyl)-3-((3S,5S)-5-(dimethylcarbamoyl)-pyrrolidin-3-ylsulfanyl)-4-methyl-7-oxo-1-azabicyclo[3.2.0]hept-2-ene-2-carboxylic acid N=1N(N=NC1)[C@H](C)[C@@H]1[C@H]2[C@H](C(=C(N2C1=O)C(=O)O)S[C@@H]1CN[C@@H](C1)C(N(C)C)=O)C